imidazoline ammonium formate salt C(=O)[O-].[NH4+].N1C=NCC1